ClC1=CC=C(C=C1)C(N1[C@@H](CN(CC1)C(=O)OC(C)(C)C)CC)C1=CC=C(C=C1)Cl tert-butyl (R)-4-(bis(4-chlorophenyl)methyl)-3-ethylpiperazine-1-carboxylate